FC(C(=O)N(C)C1C[C@H]2CCC[C@@H](C1)N2C(=O)OC(C)(C)C)(F)F tert-butyl (1R,3s,5S)-3-(2,2,2-trifluoro-N-methylacetamido)-9-azabicyclo[3.3.1]nonane-9-carboxylate